N(C(=N)N)C1=CC=C(C(=O)OC=2C=3N(C(=CC2)CC(=O)NC(C(=O)O)CC(=O)O)N=CN3)C=C1 2-(2-(8-(4-guanidinobenzoyloxy)-[1,2,4]triazolo[1,5-a]pyridin-5-yl)acetamido)succinic acid